2,4,6-heptatrienoic acid-6-bromohexyl ester BrCCCCCCOC(C=CC=CC=C)=O